3-(sec-butyl)-8-fluoro-4-(3-hydroxypyrrolidine-1-carbonyl)-1,3,4,5-tetrahydro-2H-benzo[1,4]diazepin-2-one C(C)(CC)C1C(NC2=C(CN1C(=O)N1CC(CC1)O)C=CC(=C2)F)=O